(S)-3-fluoro-5-(1-(4-(5-fluoro-4-(1-(2-hydroxyethyl)-3,5-dimethyl-1H-pyrazol-4-yl)pyrimidin-2-yl)piperazine-1-carbonyl)-4,5-dihydro-1H-pyrazol-5-yl)benzonitrile FC=1C=C(C#N)C=C(C1)[C@@H]1CC=NN1C(=O)N1CCN(CC1)C1=NC=C(C(=N1)C=1C(=NN(C1C)CCO)C)F